N-((1-(4-chloro-2-fluorobenzyl)cyclobutyl)methyl)-1-methyl-5-oxo-4,5-dihydro-1H-1,2,4-triazole-3-carboxamide ClC1=CC(=C(CC2(CCC2)CNC(=O)C2=NN(C(N2)=O)C)C=C1)F